Br.BrC=1N(C2=NC(=NC(=C2N1)N)NCCCC)CC=1C=NC(=CC1)Cl 8-bromo-N2-butyl-9-((6-chloropyridin-3-yl)methyl)-9H-purine-2,6-diamine HBr